ClC1=C(C=CC(=C1)OC1=C2C(=NC=C1)C=C(S2)C2=NC=C(C=C2)CN2CCOCC2)NC(=O)C=2C(N(C=CC2OCC)C2=CC=C(C=C2)F)=O N-[2-chloro-4-{[2-[5-(morpholinomethyl)pyridin-2-yl]thieno[3,2-b]pyridin-7-yl]oxy}phenyl]-4-ethoxy-1-(4-fluorophenyl)-2-oxo-1,2-dihydropyridine-3-carboxamide